CN1N=CC(=C1)C1=CC=C(C=C1)CNC1=CC(=NC=N1)C1=CN=C2N1C=CC(=C2)OC2CCN(CC2)C(=O)OC(C)(C)C tert-butyl 4-({3-[6-({[4-(1-methyl-1H-pyrazol-4-yl)phenyl]methyl}amino)pyrimidin-4-yl]imidazo[1,2-a]pyridin-7-yl}oxy)piperidine-1-carboxylate